FC=1C=C(C=CC1)NC(=O)C1=NC(=NC(=C1)C(F)(F)F)N1C=NC=C1 N-(3-fluorophenyl)-2-(1H-imidazol-1-yl)-6-(trifluoromethyl)pyrimidine-4-carboxamide